(2-fluoro-3-(methoxycarbonyl)phenyl)boronic acid FC1=C(C=CC=C1C(=O)OC)B(O)O